(3-bromo-2,2-difluoropropoxy)benzene ethyl-4-(1-methylcyclopropyl)-2,4-dioxobutyrate C(C)OC(C(CC(=O)C1(CC1)C)=O)=O.BrCC(COC1=CC=CC=C1)(F)F